C1(=CC=CC=2C3=CC=CC=C3NC12)NC1=C(C=CC=C1)C1=CC=CC=C1 carbazolyl-(biphenylyl)amine